(3-(trifluoromethyl)cyclobutyl)methylamine FC(C1CC(C1)CN)(F)F